COC(=O)C=1C=C2CN(N=CC2=CC1)CC1=CC=CC=C1 3-benzyl-3,4-dihydrophthalazine-6-carboxylic acid methyl ester